NC1=C(N=CC(=N1)C1CN(CCC1)C(=O)OC(C)(C)C)O tert-butyl 3-(6-amino-5-hydroxypyrazin-2-yl)piperidine-1-carboxylate